n-Butane Bromide [Br-].CCCC